NC=1C=C(C=CC1)S(=O)(=O)NC1=NC(=CC(=N1)OC1=C(C=CC=C1C)Cl)C1=C(C=CC=C1)C(C)C 3-Amino-N-[4-(2-chloro-6-methyl-phenoxy)-6-(2-isopropylphenyl)pyrimidin-2-yl]benzenesulfonamide